5-(4-Amino-6-bromo-2,3-difluoro-phenoxy)-2-fluoro-benzonitrile NC1=C(C(=C(OC=2C=CC(=C(C#N)C2)F)C(=C1)Br)F)F